O[C@H]([C@@H]1C(N([C@@H]1C1=CC=C(C=C1)OC)C1=CC=CC=C1)=O)C1=CC2=CC=CC=C2C=C1 |o1:1,2,5| rel-3(R)-[(R)-hydroxy-(2-naphthyl)methyl]-4(S)-(4-methoxyphenyl)-1-phenyl-2-azetidinone